diethyl 1-(4-nitrophenylsulfonyl)ethylphosphonate [N+](=O)([O-])C1=CC=C(C=C1)S(=O)(=O)C(C)P(OCC)(OCC)=O